ClC1=CC(=C(C=C1)C1(OC2=C(O1)C=CC=C2C2CCN(CC2)CC2=NC1=C(N2CCN2C(OCC2)=O)C=C(C=C1)C(=O)O)C)F 2-({4-[2-(4-chloro-2-fluorophenyl)-2-methyl-1,3-benzodioxol-4-yl]piperidin-1-yl}methyl)-1-[2-(2-oxo-1,3-oxazolidin-3-yl)ethyl]-1H-benzimidazole-6-carboxylic acid